FC=1C=C2C(=CNC2=C(C1)F)CCN(CC(C)C)C N-(2-(5,7-difluoro-1H-indol-3-yl)ethyl)-N,2-dimethylpropan-1-amine